C(C)(C)(C)OC(=O)NC=1C=C(N(C1)C)C(=O)NC=1C=C(N(C1)C)C(=O)O 4-{4-[(tert-butoxycarbonyl)amino]-1-methylpyrrole-2-amido}-1-methylpyrrole-2-carboxylic acid